C(C)N(C(CC)=O)C(CC)=O N-ethyl-N-(1-oxopropyl)propionamide